2-Cyclobutyl-6-{[5-methyl-3-(6-methylpyridin-3-yl)-1,2-oxazol-4-yl]methoxy}-1,2,3,4-tetrahydro-2,7-naphthyridine C1(CCC1)N1CC2=CN=C(C=C2CC1)OCC=1C(=NOC1C)C=1C=NC(=CC1)C